FC1=C(C=CC(=C1)OC1=NC=CC=C1F)C=1C=C2C=NC=NC2=C(C1)C1CN(CC1)C(C=C)=O 1-(3-(6-(2-Fluoro-4-((3-fluoropyridin-2-yl)oxy)phenyl)quinazolin-8-yl)pyrrolidin-1-yl)prop-2-en-1-one